CS(=O)(=O)OCCCCN(C)C(=O)OC(C)(C)C 4-[tert-butoxycarbonyl(methyl)amino]butyl methanesulfonate